ClC1=NC=C(C(=N1)C1=CN=C2N1C=CC=C2)OC 3-(2-chloro-5-methoxypyrimidin-4-yl)imidazo[1,2-a]Pyridine